C1OC[C@@H]2[C@H]1CN(C2)C2=NN1C(N(C(=C(C1=O)N1CCNCC1)CC)CC(=O)NC1=C(C=C(C=C1)C(F)(F)F)Cl)=N2 2-{2-[(3aR,6aS)-hexahydrofuro[3,4-c]pyrrol-5-yl]-5-ethyl-7-oxo-6-(piperazin-1-yl)-[1,2,4]triazolo[1,5-a]pyrimidin-4-yl}-N-[2-chloro-4-(trifluoromethyl)phenyl]acetamide